4,4'-Dihydroxybiphenyl OC1=CC=C(C=C1)C1=CC=C(C=C1)O